4-(4-bromo-2-methyl-phenyl)sulfonyl-5-methyl-1-(tridecylmethyl)-2,3-dihydroquinoxaline BrC1=CC(=C(C=C1)S(=O)(=O)N1CCN(C2=CC=CC(=C12)C)CCCCCCCCCCCCCC)C